C(C=C)(=O)N1C[C@@H](N(C[C@H]1C)C=1C2=C(N(C(N1)=O)C=1C(=NC=CC1SC)C(C)C)N=C(C(=C2)Cl)C2=C(C(=CC=C2N)Cl)F)C ((2S,5R)-4-acryloyl-2,5-dimethylpiperazin-1-yl)-7-(6-amino-3-chloro-2-fluorophenyl)-6-chloro-1-(2-isopropyl-4-(methylsulfanyl)pyridin-3-yl)pyrido[2,3-d]pyrimidin-2(1H)-one